C(#N)[C@@H]1[C@@H](C1)C(=O)O cis-2-cyanocyclopropanecarboxylic acid